ClC1=CC(=C(OCCOCCOCCOCCNC(OC(C)(C)C)=O)C=C1)C1=CC=C2C(=CN=NC2=C1)NCC1=C(C=C(C=C1)OC)OC tert-butyl N-[2-[2-[2-[2-[4-chloro-2-[4-[(2,4-dimethoxyphenyl)methylamino]cinnolin-7-yl]phenoxy]ethoxy]ethoxy]ethoxy]ethyl]carbamate